6-oxo-6-((1-phenethylpiperidin-4-yl)(phenyl)amino)hexanoate O=C(CCCCC(=O)[O-])N(C1=CC=CC=C1)C1CCN(CC1)CCC1=CC=CC=C1